C(CCC)C1=NC(=NN1C1=CC=C(C=C1)OC1=CC=C(C=C1)Cl)C1=CC=C(OCCCN(CC)CC)C=C1 3-(4-(5-butyl-1-(4-(4-chlorophenoxy)phenyl)-1H-1,2,4-triazol-3-yl)phenoxy)-N,N-diethylpropan-1-amine